1-(4-(methyl-(phenyl)amino)pyridin-2-yl)ethanone CN(C1=CC(=NC=C1)C(C)=O)C1=CC=CC=C1